7-((5-ethoxy-6-nitropyridin-3-yl)oxy)-3-methyl-4H-pyrido[1,2-a]pyrimidin-4-one C(C)OC=1C=C(C=NC1[N+](=O)[O-])OC=1C=CC=2N(C(C(=CN2)C)=O)C1